1-(4-fluorophenyl)-5-(1-methyl-1H-pyrazol-3-yl)-2-oxo-1,2-dihydropyridine-4-carbonitrile FC1=CC=C(C=C1)N1C(C=C(C(=C1)C1=NN(C=C1)C)C#N)=O